COC(CN=C(C1=CC=CC=C1)C1=CC=CC=C1)=O.C1(CC1)C1=NN(C2=C1C=NC(=C2)CC(=O)N)C2=NC(=CC(=C2)OC2CC(C2)OC)C2COCC2 (3-cyclopropyl-1-(4-(3-methoxycyclobutoxy)-6-(tetrahydrofuran-3-yl)pyridin-2-yl)-1H-pyrazolo[4,3-c]pyridin-6-yl)acetamide methyl-2-((diphenylmethylene)amino)acetate